N1N=CC(=C1)C1=CC2=C(N(C=N2)C2=CC=C(C=C2)CC(=O)NC2=CC(=NO2)C(C)C)C=C1 2-(4-(5-(1H-pyrazol-4-yl)-1H-benzo[d]imidazol-1-yl)phenyl)-N-(3-isopropylisoxazol-5-yl)acetamide